N,N-dioctadecyl-N',N'-bis(2-hydroxyethyl)propanediamine CCCCCCCCCCCCCCCCCCN(CCCCCCCCCCCCCCCCCC)CCCN(CCO)CCO